C(C)(C)(C)OC(=O)N(C(CC(=O)O)C(N1CCCCC1)=O)C 3-((Tert-butoxycarbonyl)(methyl)amino)-4-oxo-4-(piperidin-1-yl)butanoic acid